4-((1-((3-fluoro-4-chlorophenyl)amino)-1-oxopropan-2-yl)oxy)benzoic acid FC=1C=C(C=CC1Cl)NC(C(C)OC1=CC=C(C(=O)O)C=C1)=O